BrC=1C=C2C(=NC1)C=C(S2)C2=CCN(C1(CC1)C2)C(=O)OC(C)(C)C tert-butyl 7-(6-bromothieno[3,2-b]pyridin-2-yl)-4-azaspiro[2.5]oct-6-ene-4-carboxylate